N1=CC(=CC=C1)C=CC(=O)O 3-(pyridine-3-yl)acrylic acid